2-butoxyimidazo[2,1-f][1,2,4]triazin-4-amine C(CCC)OC1=NN2C(C(=N1)N)=NC=C2